(3-(2-amino-3-nitropyridin-4-yl)-3,8-diazabicyclo[3.2.1]oct-8-yl)(cyclopropyl)methanone NC1=NC=CC(=C1[N+](=O)[O-])N1CC2CCC(C1)N2C(=O)C2CC2